C(C)(C)(C)OC(=O)N1N=C(C=C1)NC1=C2C(N(C(C2=CC=C1)=O)C1C(N(C(CC1)=O)C(=O)OC(C)(C)C)=O)=O tert-Butyl 3-(4-((1-(tert-butoxycarbonyl)-1H-pyrazol-3-yl)amino)-1,3-dioxoisoindolin-2-yl)-2,6-dioxopiperidine-1-carboxylate